4-(3,5-bis(trifluoromethyl)phenyl)-1-(4-(3,4-dichlorophenyl)-5-(isopropylsulfanyl)thiazol-2-yl)-3-methyl-N-(1H-tetrazol-5-yl)-1H-pyrazole-5-carboxamide FC(C=1C=C(C=C(C1)C(F)(F)F)C=1C(=NN(C1C(=O)NC1=NN=NN1)C=1SC(=C(N1)C1=CC(=C(C=C1)Cl)Cl)SC(C)C)C)(F)F